bis(triisopropoxysiloxy)-4,4'-bis(4-aminobenzoylamino)biphenyl C(C)(C)O[Si](OC=1C(=C(C=CC1NC(C1=CC=C(C=C1)N)=O)C1=CC=C(C=C1)NC(C1=CC=C(C=C1)N)=O)O[Si](OC(C)C)(OC(C)C)OC(C)C)(OC(C)C)OC(C)C